[N+2].P(=O)([O-])([O-])[O-].[NH4+] monoammonium phosphate nitrogen